5-(4-(3-(7-fluoro-1-methoxyisoquinolin-3-yl)cyclohex-2-en-1-yl)piperazin-1-yl)-N-methylpicolinamide FC1=CC=C2C=C(N=C(C2=C1)OC)C1=CC(CCC1)N1CCN(CC1)C=1C=CC(=NC1)C(=O)NC